NC=1C(=NC(=CN1)C1=C(C=CC(=C1)C1=C2N(N=C1)CC(C2)(C)C)F)C(=O)NC2CNC1(CC1)CC2 3-amino-6-(5-(5,5-dimethyl-5,6-dihydro-4H-pyrrolo[1,2-b]pyrazol-3-yl)-2-fluorophenyl)-N-(4-azaspiro[2.5]octan-6-yl)pyrazine-2-carboxamide